2-(3-bromo-5-chloro-4-cyclopropyl-phenyl)-4,4,5,5-tetramethyl-1,3,2-dioxaborolane BrC=1C=C(C=C(C1C1CC1)Cl)B1OC(C(O1)(C)C)(C)C